6-ethoxy-7-(4-fluorobenzyl)-2,3-dihydro-1H-pyrido[2,3-b][1,4]oxazine C(C)OC=1C(=CC2=C(OCCN2)N1)CC1=CC=C(C=C1)F